(ethylvinyl)cyclotrisiloxane C(C)C=C[SiH]1O[SiH2]O[SiH2]O1